COC1=CC=C(C=C1)N1C(N(C2=C1C=NC=C2)CC2=CC(=C(C(=C2)OC)OC)OC)=O (4-methoxyphenyl)-1-(3,4,5-trimethoxybenzyl)-1,3-dihydro-2H-imidazo[4,5-c]pyridin-2-one